C1(CC1)C1=C(C(=NO1)C1=C(C=CC=C1Cl)Cl)COC1C[C@H]2CC[C@@H](C1)N2C2=NN=C(O2)C=2C(=C(C(=O)O)C=CC2)C ((1r,3r,5s)-(3-((5-cyclopropyl-3-(2,6-dichlorophenyl)isoxazol-4-yl)methoxy)-8-azabicyclo[3.2.1]octan-8-yl)-1,3,4-oxadiazol-2-yl)-2-methylbenzoic acid